COC=1C=C(C=CC1C1=C(C(=C(C2=CC=CC=C12)O)\N=N\[H])S(=O)(=O)O)C1=CC(=C(C=C1)C1=C(C(=C(C2=CC=CC=C12)O)\N=N\[H])S(=O)(=O)O)OC 1,1'-(3,3'-dimethoxy[1,1'-biphenyl]-4,4'-diyl)bis{4-hydroxy-3-[(E)-diazenyl]naphthalene-2-sulfonic acid}